C1(=CC=CC=C1)C(CC(=O)O)(C1=CC=CC=C1)C1=CC=CC=C1 3,3,3-triphenylpropanoic acid